N1=NC(=CC=C1)C(C)=O pyridazin-3-yl-ethan-1-one